C1(=CC=CC2=CC=CC=C12)C#N naphthalene-1-carbonitrile